C(C)(C)(C)OC(CC1(CCN(CC1)C1=CC=CC=2N(C=NC21)C=2C(=NC(=CC2)OCC2=CC=CC=C2)OCC2=CC=CC=C2)O)=O.ClC2=C(C(=O)N(C)OC)C=CC(=N2)C 2-chloro-N-methoxy-N,6-dimethyl-nicotinamide tert-butyl-2-(1-(1-(2,6-bis(benzyloxy)pyridin-3-yl)-1H-benzo[d]imidazol-4-yl)-4-hydroxypiperidin-4-yl)acetate